5-[2-(3-bromophenyl)-2-[tert-butyl(dimethyl)silyl]oxy-ethyl]-4-methyl-4H-1,2,4-triazole-3-thiol BrC=1C=C(C=CC1)C(CC=1N(C(=NN1)S)C)O[Si](C)(C)C(C)(C)C